2-Ethynyl-N-(4-(pyridin-3-yl)phenethyl)thiazole-4-carboxamide C(#C)C=1SC=C(N1)C(=O)NCCC1=CC=C(C=C1)C=1C=NC=CC1